S(=O)(=O)([O-])[O-].OC[P+](CO)(CO)CO.OC[P+](CO)(CO)CO tetrakis-hydroxymethyl-phosphonium sulfate